3-methyl-6-(2-methyl-4-pyridyl)-5-nitro-1,2-benzoxazole CC1=NOC2=C1C=C(C(=C2)C2=CC(=NC=C2)C)[N+](=O)[O-]